tert-butyl 3-bromo-7-chloro-1H-indole-1-carboxylate BrC1=CN(C2=C(C=CC=C12)Cl)C(=O)OC(C)(C)C